C1=C(C(=O)NC(=O)C1=O)[O-] The molecule is an organic anion that is the conjugate base of 3,6-dihydroxypyridine-2,5-dione, obtained by selective deprotonation of the hydroxy group at positions 2. It is a conjugate base of a 3,6-dihydroxypyridine-2,5-dione.